(4-methylpiperazin-1-yl)(3-(2-(4-methylpiperazin-1-yl)pyridin-4-yl)-1H-pyrrolo[2,3-b]pyridin-5-yl)methanone CN1CCN(CC1)C(=O)C=1C=C2C(=NC1)NC=C2C2=CC(=NC=C2)N2CCN(CC2)C